CNC1=C(C(C1=O)=O)NCCCN(CCCCCCCC(=O)OC(CCCC)CCCC)CCCCCCCC(OCCC(CCC)CCC)=O nonan-5-yl 8-[(3-{[2-(methylamino)-3,4-dioxocyclobut-1-en-1-yl]amino}propyl)({8-oxo-8-[(3-propylhexyl)oxy]octyl})amino]octanoate